5-chloro-1-(3-methylsulfonylpropyl)benzimidazol ClC1=CC2=C(N(C=N2)CCCS(=O)(=O)C)C=C1